NCC=1C(=C(C(=O)N)C=CC1)C (aminomethyl)-2-methylbenzamide